N1N=CC=2C(=CC=CC12)O 1H-indazol-4-ol